2-(2-methylpyridin-4-yl)-5-oxopyrazoline CC1=NC=CC(=C1)N1NC(C=C1)=O